3-chloro-5-fluoro-2-methyl-4-(octahydro-6H-pyrrolo[2,3-c]pyridin-6-yl)-1H-indole-7-carboxamide 2,2,2-trifluoroacetate FC(C(=O)O)(F)F.ClC1=C(NC2=C(C=C(C(=C12)N1CC2C(CC1)CCN2)F)C(=O)N)C